[N-](S(=O)(=O)C(F)(F)F)S(=O)(=O)C(F)(F)F.N[C@H](C(C)C)C(=O)O D-valine bis(trifluoromethanesulfonyl)imide salt